C(C)(=O)NC=1C=C(C=CC1)C=1C=NN(C1)CCCNC(OC(C)(C)C)=O tert-butyl (3-(4-(3-acetamidophenyl)-1H-pyrazol-1-yl)propyl)carbamate